tert-butyl N-[(3R)-8-bromo-7-(5-tert-butyl-1,3,4-oxadiazol-2-yl)-5-[(4-chlorophenyl)methyl]-1,1,4-trioxo-2,3-dihydro-1λ6,5-benzothiazepin-3-yl]carbamate BrC1=CC2=C(N(C([C@H](CS2(=O)=O)NC(OC(C)(C)C)=O)=O)CC2=CC=C(C=C2)Cl)C=C1C=1OC(=NN1)C(C)(C)C